5-(2-(2-(dimethylamino)prop-2-yl)(N-morpholinyl))pyridin-2-amine CN(C(C)(C)C1CN(CCO1)C=1C=CC(=NC1)N)C